ClC1=NC=CC(=N1)C=1C=NC2=CC=CC=C2C1 3-(2-chloropyrimidin-4-yl)quinolin